C(C1=CC=CC=C1)OC(CCC[N+](CC(=O)OC(C)(C)C)(CCNC(=O)OC(C)(C)C)CCNC(=O)OC(C)(C)C)=O (4-benzyloxy-4-oxo-butyl)-bis[2-(tert-butoxycarbonylamino)ethyl]-(2-tert-butoxy-2-oxo-ethyl)ammonium